C1(CCC1)OC=1C(=CC2=CN(N=C2C1)[C@]12CO[C@](CC1)(C2)C)C(=O)NC=2C=NN1C2N=CC=C1 |o1:14,17| rel-6-cyclobutoxy-2-((1R,4R)-1-methyl-2-oxabicyclo[2.2.1]heptan-4-yl)-N-(pyrazolo[1,5-a]pyrimidin-3-yl)-2H-indazole-5-carboxamide